2-[4-[[(1s,3r)-3-hydroxycyclohexyl]amino]pyrido[3,4-d]pyridazin-1-yl]-3-(trifluoromethyl)phenol O[C@H]1C[C@H](CCC1)NC=1N=NC(=C2C1C=NC=C2)C2=C(C=CC=C2C(F)(F)F)O